7,12-Dimethylbenzoanthracene CC1=C2C=CC=CC2=C(C=2C3=C(C=CC12)C=CC=C3)C